(S)-8-(difluoromethoxy)-5'-fluoro-6-(trifluoromethyl)-3',4'-dihydro-2'H,3H-spiro[imidazo[1,2-a]pyridine-2,1'-naphthalene] FC(OC=1C=2N(C=C(C1)C(F)(F)F)C[C@@]1(CCCC3=C(C=CC=C13)F)N2)F